C(C)[N+]1(CCCCC1)CC N,N-diethylpiperidinium